methyl 6-hydroxy-1-methyl-1,2,3,4-tetrahydronaphthalene-1-carboxylate Aluminum trichloride [Al](Cl)(Cl)Cl.OC=1C=C2CCCC(C2=CC1)(C(=O)OC)C